FC(C(C(C(C(C(C(C(S(=O)(=O)[O-])(F)F)(F)F)(F)F)(F)F)(F)F)(F)F)(F)F)(S(=O)(=O)[O-])F.[K+].[K+] dipotassium perfluorooctanedisulfonate